FC(CCCCCCCCC(F)(F)F)(F)F hexafluoro-n-decane